Diisopropyl 3-((tert-butoxycarbonyl)amino)cyclobutane-1,1-dicarboxylate C(C)(C)(C)OC(=O)NC1CC(C1)(C(=O)OC(C)C)C(=O)OC(C)C